O1[C@H](COC2=C1C=CC=C2)C2=CC=C(CN1CCC(CC1)C(C(=O)O)(C)C)C=C2 2-(1-{4-[(2S)-2,3-dihydro-1,4-benzodioxin-2-yl]benzyl}piperidin-4-yl)-2-methylpropanoic acid